2-[(2-cyclopropylacetyl)amino]-4-[[3-fluoro-2-methoxy-propyl]-[4-(5,6,7,8-tetrahydro-1,8-naphthyridin-2-yl)butyl]amino]butanoic acid C1(CC1)CC(=O)NC(C(=O)O)CCN(CCCCC1=NC=2NCCCC2C=C1)CC(CF)OC